ClC=1C=C(C=CC1)C1CC(C1)NC(OC1=CC=C(C=C1)[N+](=O)[O-])=O 4-nitrophenyl N-[(1r,3r)-3-(3-chlorophenyl)cyclobutyl]carbamate